1-(3-fluorophenyl)-3-[[2-(4-fluoropyridin-2-yl)-5H,6H,7H-cyclopenta[d]pyrimidin-4-yl](methyl)amino]piperidin-2-one FC=1C=C(C=CC1)N1C(C(CCC1)N(C)C=1C2=C(N=C(N1)C1=NC=CC(=C1)F)CCC2)=O